N1(C=NC=C1)C1=CC(=NC=C1)C(=O)NC1C(OC(C1)(C)C)(C)C 4-(1H-imidazol-1-yl)-N-(2,2,5,5-tetramethyltetrahydrofuran-3-yl)picolinamide